N,5-dimethyl-1H-indole-2-carboxamide CNC(=O)C=1NC2=CC=C(C=C2C1)C